BrC1=C(C2=CC=CC=C2C(=C1)OC)OC 2-bromo-1,4-dimethoxynaphthalene